N-(4-methoxy-2-(methyl(2-(pyrrolidin-1-yl)ethyl)amino)-5-((4-(2-oxo-5,6-dihydro-4H-imidazo[4,5,1-ij]quinolin-1(2H)-yl)pyrimidin-2-yl)amino)phenyl)acrylamide COC1=CC(=C(C=C1NC1=NC=CC(=N1)N1C(N2CCCC3=CC=CC1=C23)=O)NC(C=C)=O)N(CCN2CCCC2)C